4-(4-(3-(1-(4-CARBOXYPHENYL)-1H-1,2,3-TRIAZOL-4-YL)PHENYL)-1H-1,2,3-TRIAZOL-1-YL)-2-HYDROXYBENZOIC ACID C(=O)(O)C1=CC=C(C=C1)N1N=NC(=C1)C=1C=C(C=CC1)C=1N=NN(C1)C1=CC(=C(C(=O)O)C=C1)O